FC1=CC(=C2C(=NN(C2=C1)C)C1(COC1)C)C(C(=O)O)N1CC(C1)OCCCCCC1=NC=2NCCCC2C=C1 2-(6-fluoro-1-methyl-3-(3-methyloxetan-3-yl)-1H-indazol-4-yl)-2-(3-((5-(5,6,7,8-tetrahydro-1,8-naphthyridin-2-yl)pentyl)oxy)azetidin-1-yl)acetic acid